[Al+3].C1(=CC=C(C=C1)[O-])C1=CC=CC=C1.C1(=CC=C(C=C1)[O-])C1=CC=CC=C1.C1(=CC=C(C=C1)[O-])C1=CC=CC=C1 (1,1'-Biphenyl-4-olate) aluminium